C(C1=CC=CC=C1)OC1=C(C=C(C=C1)C)C=1C=CC(=[N+](C1)[O-])C(N[C@H]1CS(C=C1)(=O)=O)=O (R)-5-(2-(benzyloxy)-5-methylphenyl)-2-((1,1-dioxido-2,3-dihydrothiophen-3-yl)carbamoyl)pyridine 1-oxide